(R)-(6-((5-bromo-2-((9-methoxy-1,2,4a,5-tetrahydro-4H-benzo[b][1,4]oxazino[4,3-d][1,4]oxazin-8-yl)amino)pyrimidin-4-yl)amino)quinoxalin-5-yl)dimethylphosphine oxide BrC=1C(=NC(=NC1)NC=1C(=CC2=C(OC[C@@H]3N2CCOC3)C1)OC)NC=1C(=C3N=CC=NC3=CC1)P(C)(C)=O